BrC1=CC(=C(C=C1C)O)C 4-bromo-2,5-dimethylphenol